FC=1C=C(C=CC1C1=C(N=C2N1C=C(N=C2)C2=CC(=CC=C2)C(F)(F)F)C(F)F)O 3-fluoro-4-[2-difluoromethyl-6-[3-(trifluoromethyl)phenyl]imidazo[1,2-a]pyrazin-3-yl]phenol